1-(8-((butylsulfonyl)methyl)-5,6,7,8-tetrahydroindolizin-3-yl)ethan-1-one C(CCC)S(=O)(=O)CC1CCCN2C(=CC=C12)C(C)=O